C(#N)C1=CC2=C(CN(C[C@H]2C2=C(C=CC=C2)C=2C(=NN(C2)CC(=O)OCC)C(F)(F)F)C(\C=C\CN(C)C)=O)S1 ethyl (S,E)-2-(4-(2-(2-cyano-6-(4-(dimethylamino)but-2-enoyl)-4,5,6,7-tetrahydrothieno[2,3-c]pyridin-4-yl)phenyl)-3-(trifluoromethyl)-1H-pyrazol-1-yl)acetate